tert-butyl rac-(1R,5S)-3,8-diazabicyclo[3.2.1]octane-8-carboxylate [C@H]12CNC[C@H](CC1)N2C(=O)OC(C)(C)C |r|